4-[3-(2,3-dichlorophenyl)-1H-pyrazolo[3,4-b]pyrazin-6-yl]-2-methylpiperazine-1-carboxylic acid tert-butyl ester C(C)(C)(C)OC(=O)N1C(CN(CC1)C1=CN=C2C(=N1)NN=C2C2=C(C(=CC=C2)Cl)Cl)C